BrC=1C=C(SC1)C(O)C1=CC=CC=C1 (4-bromothiophen-2-yl)(phenyl)methanol